allyl ((S)-1-(((S)-1-((4-(4-((tert-butoxycarbonyl)amino)-1-methyl-1H-pyrrole-2-carboxamido)phenyl)amino)-1-oxopropan-2-yl)amino)-3-methyl-1-oxobutan-2-yl)carbamate C(C)(C)(C)OC(=O)NC=1C=C(N(C1)C)C(=O)NC1=CC=C(C=C1)NC([C@H](C)NC([C@H](C(C)C)NC(OCC=C)=O)=O)=O